Methyl-7-(4-(2-((1-(1-(9-((2-(2,6-dioxopiperidin-3-yl)-1,3-dioxoiSoindolin-4-yl)oxy)nonyl)piperidin-4-yl)-1H-pyrazol-4-yl)amino)pyrrolo[2,1-f][1,2,4]triazine-7-yl)phenoxy)heptenoate COC(C=CCCCCOC1=CC=C(C=C1)C1=CC=C2C=NC(=NN21)NC=2C=NN(C2)C2CCN(CC2)CCCCCCCCCOC2=C1C(N(C(C1=CC=C2)=O)C2C(NC(CC2)=O)=O)=O)=O